1,3-bis-piperidyl-propane N1(CCCCC1)CCCN1CCCCC1